3-((7-(5-Chloro-1H-pyrazol-4-yl)-4-oxoquinazolin-3(4H)-yl)methyl)-N-methylbenzamide ClC1=C(C=NN1)C1=CC=C2C(N(C=NC2=C1)CC=1C=C(C(=O)NC)C=CC1)=O